[I].C(C)(C)C1=C(C(=CC=C1Br)C(C)C)CCO 2,6-diisopropyl-bromobenzeneethanol iodine